C1=C(C=CC=2CCCCC12)OCC1=CC=CN2C1=NS(CC2)(=O)=O 9-[(5,6,7,8-tetrahydronaphthalen-2-yloxy)methyl]-3,4-dihydropyrido[2,1-c][1,2,4]thiadiazine 2,2-dioxide